OCC1CCN(CC1)C=1C=C2C=NN(C(C2=CC1)=O)C1C(N(C(CC1)=O)CC1=CC=C(C=C1)OC)=O 3-[6-[4-(hydroxymethyl)-1-piperidyl]-1-oxo-phthalazin-2-yl]-1-[(4-methoxyphenyl)methyl]piperidine-2,6-dione